[Si]([O-])([O-])([O-])O.[Dy+3] dysprosium monosilicate